potassium tert-butylhydroxide C(C)(C)(C)O.[K]